[C@@H]1([C@H](O)[C@H](O)[C@@H](CO)O1)N1C(=O)NC(=O)C=C1 uridine